CC(C(C=O)NC(OC(C)(C)C)=O)C tert-butyl (3-methyl-1-oxobutan-2-yl)carbamate